1,2-bis(2,5-dimethylthiophen-3-yl)perfluorocyclopentene CC=1SC(=CC1C1=C(C(C(C1(F)F)(F)F)(F)F)C1=C(SC(=C1)C)C)C